C(C)OC(C(C1C(=C(OC2=C1C=C(C=C2)Br)N)C(=O)OCC)C#N)=O 2-Amino-6-bromo-α-cyano-3-(ethoxycarbonyl)-4H-1-benzopyran-4-acetic acid ethyl ester